FC(C(=O)OCCCCCCCCCCCCC)=C tridecyl fluoroacrylate